NC=1C(=C(C=C2C=C(N=CC12)NC(=O)[C@H]1[C@@H]([C@H]1C=1N=CNC1)CC#N)C=1C=NC=CC1C)F (1S,2R,3R)-N-[8-amino-7-fluoro-6-(4-methylpyridin-3-yl)isoquinolin-3-yl]-2-(cyanomethyl)-3-(1H-imidazol-4-yl)cyclopropane-1-carboxamide